3-bromo-5-(3-methoxytetrahydrofuran-3-yl)pyridine tert-Butyl-8-(azidomethyl)-11,11-difluoro-1,3,4,7,8,9,10,11-octahydro-2H-pyrido[4',3':3,4]-pyrazolo[1,5-a]azepine-2-carboxylate C(C)(C)(C)OC(=O)N1CC=2C(=NN3C2C(CCC(C3)CN=[N+]=[N-])(F)F)CC1.BrC=1C=NC=C(C1)C1(COCC1)OC